(2r,4r)-4-hydroxy-2-methylpyrrolidine-1-carboxylic acid tert-butyl ester C(C)(C)(C)OC(=O)N1[C@@H](C[C@H](C1)O)C